C(C1=CC=CC=C1)ON([C@@H]1CC[C@H](NC1)C(=O)OCC)OC(C)(C)C (2S,5R)-ethyl 5-((benzyloxy)tert-butyloxyamino)piperidine-2-carboxylate